ClCC1=C(C(=CC=C1)CCl)C1=C(C=CC=C1CCl)CCl 2,2',6,6'-tetrakis(chloromethyl)-1,1'-biphenyl